C(\C=C\CCCCCC)(=O)OC methyl (2E)-2-nonenoate